FC(C1=CC=C(CN2CCC(CC2)(O)C=2C(=C3CN(C(C3=CC2F)=O)C2C(NC(CC2)=O)=O)F)C=C1)F 3-(5-(1-(4-(difluoromethyl)benzyl)-4-hydroxypiperidin-4-yl)-4,6-difluoro-1-oxoisoindolin-2-yl)piperidine-2,6-dione